2-amino-1-(2-(3,4-difluorophenyl)-8,8-dimethyl-3-((6-(trifluoromethyl)pyrazin-2-yl)amino)-5,6-dihydroimidazo[1,2-a]pyrazin-7(8H)-yl)ethan-1-one NCC(=O)N1C(C=2N(CC1)C(=C(N2)C2=CC(=C(C=C2)F)F)NC2=NC(=CN=C2)C(F)(F)F)(C)C